benzothienyl-(benzothiophene) S1C(=CC2=C1C=CC=C2)C=2SC1=C(C2)C=CC=C1